(7S,8aS)-7-((Z)-3-([1,2,4]triazolo[1,5-a]pyridin-8-yl)allyl)-2-(5-fluoropyrimidin-2-yl)hexahydropyrrolo[1,2-a]pyrazin-6(2H)-one N=1C=NN2C1C(=CC=C2)\C=C/C[C@H]2C[C@@H]1N(CCN(C1)C1=NC=C(C=N1)F)C2=O